BrC=1C=C(C=CC1)C(C(=O)O)(CC=C)C 2-(3-bromophenyl)-2-methylpent-4-enoic acid